FC=1C=C2C(=CNC2=CC1F)NC(C1=CC(=CC=C1)OC(F)(F)F)=O N-(5,6-difluoro-1H-indol-3-yl)-3-(trifluoro-methoxy)benzamide